[N+](=O)([O-])C=1C=C(C=CC1N[C@@H]1CN(CC1)C1CCOCC1)S(=O)(=O)NC(C1=C(C=CC=C1)OC=1C=C2C(=NC1)NC=C2)=O N-[(3-nitro-4-{[(3S)-1-tetrahydro-2H-pyran-4-ylpyrrolidin-3-yl]amino}phenyl)sulfonyl]-2-(1H-pyrrolo[2,3-b]pyridin-5-yloxy)benzamide